FC(COC[C@@]1(CCC(C=2N(C1)N=C1C2CN(CC1)C(=O)OC(C)(C)C)(F)F)O)F |o1:5| (S*)-tert-butyl 8-((2,2-difluoroethoxy) methyl)-11,11-difluoro-8-hydroxy-3,4,8,9,10,11-hexahydro-1H-pyrido[4',3':3,4]pyrazolo[1,5-a]azepine-2(7H)-carboxylate